(R)-3-methyl-2-(1-(oxetan-3-ylmethyl)piperidin-3-yl)-6-(trifluoromethyl)quinazolin-4(3H)-one CN1C(=NC2=CC=C(C=C2C1=O)C(F)(F)F)[C@H]1CN(CCC1)CC1COC1